Cl.O1N=CC(=C1)C(=O)O isoxazole-4-carboxylic acid hydrochloride